rel-1-(5-(difluoromethyl)-1,3,4-thiadiazol-2-yl)-4-((3R,5S)-3-(methoxymethyl)-5-methylpiperazin-1-yl)-N-(3-methyloxetan-3-yl)-1H-benzo[d]imidazole-6-sulfonamide FC(C1=NN=C(S1)N1C=NC2=C1C=C(C=C2N2C[C@@H](N[C@H](C2)C)COC)S(=O)(=O)NC2(COC2)C)F |o1:18,20|